3,4-dihydroxy-L-proline OC1[C@H](NCC1O)C(=O)O